1-[(1S)-1-(2-pyridyl)ethyl]-1H-imidazole-4-carboxylic acid N1=C(C=CC=C1)[C@H](C)N1C=NC(=C1)C(=O)O